(2S)-1-{2-[1-ethyl-3-(trifluoromethyl)pyrazol-4-ylsulfonyl]-4H,6H-pyrrolo[3,4-c]pyrazol-5-yl}-3-hydroxy-2-phenylpropan-1-one C(C)N1N=C(C(=C1)S(=O)(=O)N1N=C2C(=C1)CN(C2)C([C@H](CO)C2=CC=CC=C2)=O)C(F)(F)F